FC=1C=C(CC2(N=C(C=3C(=N2)NNC3)NC3=NNC(=C3)C)N)C=CC1F 6-(3,4-difluorobenzyl)-N4-(5-methyl-1H-pyrazol-3-yl)-1H-pyrazolo[3,4-d]Pyrimidine-4,6-diamine